(R)-6-(1-(4-methoxyphenyl)ethyl)-5-methyl-2-phenyl-3-(piperidin-1-yl)pyrazolo[1,5-a]pyrimidin-7(4H)-one COC1=CC=C(C=C1)[C@@H](C)C1=C(NC=2N(C1=O)N=C(C2N2CCCCC2)C2=CC=CC=C2)C